2,5-difluoro-4-(4-fluorophenoxy)benzoic acid FC1=C(C(=O)O)C=C(C(=C1)OC1=CC=C(C=C1)F)F